N(=[N+]=[N-])\C(\C(=O)OC)=C/C1=C(C=CC=C1)Cl 1-Methyl (Z)-2-azido-3-(2-chlorophenyl)prop-2-enoate